COC(C1CC2(C1)CCN(CC2)C2=CC=C(C=C2)C2C(COC1=CC=CC=C21)C2=CC=CC=C2)OC 4-(4-(2-(dimethoxymethyl)-7-azaspiro[3.5]nonan-7-yl)phenyl)-3-phenylchroman